ClC1=NC(=NC(=C1)OC)C 4-chloro-6-methoxy-2-methylpyrimidine